BrC=1C(=NN(C1)C1=C(C=CC=C1)C1=CC=CC=C1)C1=CC=NC=C1 (4-bromo-3-(pyridin-4-yl)-1H-pyrazol-1-yl)-[1,1'-biphenyl]